7-oxabicyclo[2.2.1]hept-2,5-diene C12C=CC(C=C1)O2